N,N-dimethyl-1-(morpholin-2-yl)methylamine CN(C)CC1CNCCO1